N1=NC=CC=2CCCCC12 5,6,7,8-tetrahydrocinnoline